O1C(=CC=C1)CC1N2C=3C(=NC=NC3NC1)N=C2 7-(furan-2-ylmethyl)-8,9-dihydro-7H-imidazo[4,5,1-de]pteridine